NCCCCN1C2=C(N(C(C3=C1C=C(C=C3)Cl)=O)C)C=CC=C2 5-(4-Aminobutyl)-3-chloro-10-methyl-5,10-dihydro-11H-dibenzo[b,e][1,4]diazepin-11-one